2-(2-((1-(5,6-diphenylpyrazin-2-yl)-azetidin-3-yl)methoxy)ethoxy)acetic acid C1(=CC=CC=C1)C=1N=CC(=NC1C1=CC=CC=C1)N1CC(C1)COCCOCC(=O)O